CN(C(COC=1C=C(C(N(C1C)C1=CC(=CC=C1)C(F)(F)F)=O)C(=O)NCC1=CC=C(C=C1)S(=O)(=O)C)=O)C 5-[2-(dimethylamino)-2-oxoethoxy]-6-methyl-N-[4-(methylsulfonyl)benzyl]-2-oxo-1-[3-(trifluoromethyl)phenyl]-1,2-dihydropyridine-3-carboxamide